12-hydroxystearic acid calcium salt [Ca+2].OC(CCCCCCCCCCC(=O)[O-])CCCCCC.OC(CCCCCCCCCCC(=O)[O-])CCCCCC